BrCC1=CC=C(C=C1)N1N=CN(C1=O)CC1=C(C=CC=C1F)F 2-(4-(bromomethyl)phenyl)-4-(2,6-difluorobenzyl)-2,4-dihydro-3H-1,2,4-triazol-3-one